Cl.Cl.C(C)(C)C1=CC=C(C=C1)C=1N=C2N(C=CC=N2)C1CN1CC2COCC(C1)N2 7-{[2-(4-isopropylphenyl)imidazo[1,2-a]pyrimidin-3-yl]methyl}-3-oxa-7,9-diazabicyclo[3.3.1]nonane dihydrochloride